tris-(trimethylsilane) borate B(O)(O)O.C[SiH](C)C.C[SiH](C)C.C[SiH](C)C